(2-((3-(benzyloxy)-6-methylpyridin-2-yl)(hydroxy)methyl)pyrrolidin-1-yl)(3-fluoro-2-hydroxy-4-(methylthiomethyl)phenyl)methanone C(C1=CC=CC=C1)OC=1C(=NC(=CC1)C)C(C1N(CCC1)C(=O)C1=C(C(=C(C=C1)CSC)F)O)O